[N+](=O)([O-])C1=C(OCC2NC(OC2)=O)C=CC=C1 4-(2-nitrophenoxymethyl)-2-oxazolidinone